6-ethynyl-5-fluoro-N-((3R,4R)-3-fluoro-1-(methylsulfonyl)piperidin-4-yl)-7-methylpyrrolo[2,1-f][1,2,4]triazin-2-amine C(#C)C=1C(=C2C=NC(=NN2C1C)N[C@H]1[C@@H](CN(CC1)S(=O)(=O)C)F)F